Undecanopentanesulfonate C1(C(CCC)CCCCCCCCCCC1)S(=O)(=O)[O-]